2-(5-(4-methylnaphthalen-1-yl)thiophen-2-ylthio)-2-methylpropanoic acid CC1=CC=C(C2=CC=CC=C12)C1=CC=C(S1)SC(C(=O)O)(C)C